benzyl-4-(3-(3,4-dimethoxyphenyl)-2-methyl-1H-pyrrolo[2,3-c]pyridin-5-yl)-[1,4'-bipiperidine] C(C1=CC=CC=C1)C1N(CCC(C1)C=1C=C2C(=CN1)NC(=C2C2=CC(=C(C=C2)OC)OC)C)C2CCNCC2